ethyl-3-cyclopropyl-5-(isoindolin-2-yl)-7-(1H-pyrazol-4-yl)pyrazolo[1,5-a]pyrimidine-2-carboxylate C(C)OC(=O)C1=NN2C(N=C(C=C2C=2C=NNC2)N2CC3=CC=CC=C3C2)=C1C1CC1